((5-(4-(tert-butoxycarbonyl)piperazin-1-yl)pyridin-2-yl)amino)-4-chloro-1-oxoisoindoline-2-carboxylic acid tert-butyl ester C(C)(C)(C)OC(=O)N1C(C2=CC=CC(=C2C1NC1=NC=C(C=C1)N1CCN(CC1)C(=O)OC(C)(C)C)Cl)=O